C(C)(C)(C)OC(=O)NCCOC1=CC(=C(C(=C1C(=O)OCCCC)F)F)F butyl 6-{2-[(tert-butoxycarbonyl)amino]ethoxy}-2,3,4-trifluorobenzoate